OC1(CCN(CC1)C(CC(C)C1=CC=CC=C1)=O)CN1C=NC=2C(C1=O)=NN(C2C2=CC=C(C=C2)CNCC(NCCOCCOCCNC(C2=CC=CC=C2)=O)=O)C N-(1-(4-(6-((4-hydroxy-1-(3-phenylbutanoyl)piperidin-4-yl)methyl)-2-methyl-7-oxo-6,7-dihydro-2H-pyrazolo[4,3-d]pyrimidin-3-yl)phenyl)-4-oxo-8,11-dioxa-2,5-diazatridecan-13-yl)benzamide